6-(trifluoromethyl)pyridine-2,3-diamine FC(C1=CC=C(C(=N1)N)N)(F)F